[W].[Zr] Zirconium-tungsten